ClC1=CC2=C(N(C(N=C2N2[C@H](CN(CC2)C(=O)OC(C)(C)C)C)=O)C2=C(C=CC=C2C)C(C)C)N=C1C1=C(C=CC=C1)F tert-butyl (S)-4-(6-chloro-7-(2-fluorophenyl)-1-(2-isopropyl-6-methylphenyl)-2-oxo-1,2-dihydropyrido[2,3-d]pyrimidin-4-yl)-3-methylpiperazine-1-carboxylate